(S)-2-((S)-2,2-dimethyl-1,3-dioxolan-4-yl)-2-((4-methoxybenzyl)oxy)ethyl dimethyl phosphate P(=O)(OC[C@H](OCC1=CC=C(C=C1)OC)[C@H]1OC(OC1)(C)C)(OC)OC